CN(CCC=C(C(=O)N)C)C [2-(dimethylamino)ethyl]methacrylamide